(6-Bromopyridin-3-yl)thiophene-2-carboxamide BrC1=CC=C(C=N1)C1=C(SC=C1)C(=O)N